BrC=1C=C2C(NC(=NC2=C2C1N(N=C2)C)C)=O 6-bromo-2,7-dimethyl-3H,4H,7H-pyrazolo[3,4-h]quinazolin-4-one